Kalium chlorid [Cl-].[K+]